F[C@@H]1[C@@H]([C@@H](N(CC1)C(=O)OCC1=CC=CC=C1)CC1=C(C(=CC=C1)B1OC(C(O1)(C)C)(C)C)F)NS(=O)(=O)C1(CC1)F benzyl (2S,3R,4S)-4-fluoro-3-[(1-fluorocyclopropyl)sulfonylamino]-2-[[2-fluoro-3-(4,4,5,5-tetramethyl-1,3,2-dioxaborolan-2-yl)phenyl]methyl]piperidine-1-carboxylate